ethylhexyl thiol C(C)C(CCCCC)S